2-(3,4-dihydroxyphenyl)-3,5-dihydroxy-benzopyran-4-one OC=1C=C(C=CC1O)C=1OC2=C(C(C1O)=O)C(=CC=C2)O